COC(=O)C=1C=2C=CN(C2C=C(C1)C1=CN(C=2C(NC=CC21)=O)C)C(C)(C2=NC=CC=C2)C2=NC=CC=C2 1-(1,1-bis(pyridin-2-yl)ethyl)-6-(1-methyl-7-oxo-6,7-dihydro-1H-pyrrolo[2,3-c]pyridin-3-yl)-1H-indole-4-carboxylic acid methyl ester